C(CCC)OC(C)=O Normal-Butylacetat